6-(Difluoromethoxy)-5-fluoro-N-[(1-methyl-1H-imidazo[1,2-b]pyrazol-7-yl)methyl]pyridin-3-carboxamid FC(OC1=C(C=C(C=N1)C(=O)NCC1=C2N(N=C1)C=CN2C)F)F